FC(C(OS(=O)(=O)C(F)(F)F)C1CCN(CC1)C(=O)OC(C)(C)C)(F)F Tert-Butyl 4-(2,2,2-trifluoro-1-(((trifluoromethyl)sulfonyl)oxy)ethyl)piperidine-1-carboxylate